COC(=O)C=1C=2N(C=CC1C=1C=NN(C1C)CC13CC4CC(CC(C1)C4)C3)C(=CN2)C=2C=NC(=CC2)NC=2SC3=C(N2)C=CC=C3 7-(1-(adamantan-1-ylmethyl)-5-methyl-1H-pyrazol-4-yl)-3-(6-(benzo[d]thiazol-2-ylamino)pyridin-3-yl)imidazo[1,2-a]pyridine-8-carboxylic acid methyl ester